3-phenyl-2-[(4-propan-2-ylcyclohexanecarbonyl)amino]propanoic acid C1(=CC=CC=C1)CC(C(=O)O)NC(=O)C1CCC(CC1)C(C)C